NCC[C@]1([C@H]([C@]([C@@H](O1)N1C(=O)NC(=O)C=C1)(O)F)O)CO 4'-aminoethyl-2'-fluorouridine